C(#N)C1CN(C1)C(=O)NC=1C=CC(=NC1)C=1N=NN(C1NC(O[C@H](C)C=1C(=NC=CC1)Cl)=O)C (R)-1-(2-chloropyridin-3-yl)ethyl (4-(5-(3-cyanoazetidine-1-carboxamido)pyridin-2-yl)-1-methyl-1H-1,2,3-triazol-5-yl)carbamate